BrC=1C=CC2=C(N(C(=N2)Cl)C(C)C)C1 6-bromo-2-chloro-1-isopropyl-1H-benzo[d]imidazole